C[C@@H]1CCC=2N(C1)C(=CN2)C(=O)NC2=CC(=C(C=C2)C)C=2C=NC1=CC(=NC=C1C2)NC (R)-6-methyl-N-(4-methyl-3-(7-(methylamino)-1,6-naphthyridin-3-yl)phenyl)-5,6,7,8-tetrahydroimidazo[1,2-a]pyridine-3-carboxamide